[Si](C)(C)(C(C)(C)C)OC[C@@H]1N([C@H](C2=CC=CC(=C2C1)C=1C=NN(C1)C1COC1)C)C(CC1=C(C=CC=C1F)Cl)=O 1-((1S,3R)-3-(((tert-butyldimethylsilyl)oxy)methyl)-1-methyl-5-(1-(oxetan-3-yl)-1H-pyrazol-4-yl)-3,4-dihydroisoquinolin-2(1H)-yl)-2-(2-chloro-6-fluorophenyl)ethan-1-one